CC1=CC=C(N)C=C1 p-methylaniline